6-chloro-N-(3-chloro-4-fluorophenyl)-5-(2-((1-(hydroxymethyl)cyclopropyl)amino)-2-oxoacetyl)-2,3-dihydro-1H-pyrrolizine-7-carboxamide ClC1=C(N2CCCC2=C1C(=O)NC1=CC(=C(C=C1)F)Cl)C(C(=O)NC1(CC1)CO)=O